sodium 6-(tert-butoxycarbonyl)-8-morpholino-5,6,7,8-tetrahydro-1,6-naphthyridine-2-sulfonate C(C)(C)(C)OC(=O)N1CC=2C=CC(=NC2C(C1)N1CCOCC1)S(=O)(=O)[O-].[Na+]